β-D-Mannofuranose O[C@H]1[C@@H](O)[C@@H](O)[C@H](O1)[C@H](O)CO